BrC=1C=C(SC1C=1SC=CC1)C=1SC=CC1 4-bromo-5-(thiophen-2-yl)-2,2'-bithiophene